5-(3-Cyclopropoxyphenyl)-1-(3-methyl-1-[[2-(trimethylsilyl)ethoxy]methyl]-1H-indazol-4-yl)-1H-pyrazole-3-carboxylic acid methyl ester COC(=O)C1=NN(C(=C1)C1=CC(=CC=C1)OC1CC1)C1=C2C(=NN(C2=CC=C1)COCC[Si](C)(C)C)C